O1-tert-butyl O2-methyl (2S)-4-[2-[1-(benzyloxycarbonylamino)cyclopropyl]-1-hydroxy-ethyl]-5-oxo-pyrrolidine-1,2-dicarboxylate C(C1=CC=CC=C1)OC(=O)NC1(CC1)CC(O)C1C[C@H](N(C1=O)C(=O)OC(C)(C)C)C(=O)OC